1-benzoyl-5-methyl-6-methoxy-naphtho[1,2,3-de]benzopyran-2,7-dione C(C1=CC=CC=C1)(=O)C=1C(OC2=C3C1C1=CC=CC=C1C(C3=C(C(=C2)C)OC)=O)=O